BrC=1C=C(C2=C(CC(N(CC2C2=C(C=CC(=C2)F)Cl)S(=O)(=O)C2=CC=C(C)C=C2)=O)C1)[N+](=O)[O-] 8-bromo-5-(2-chloro-5-fluorophenyl)-6-nitro-3-tosyl-1,3,4,5-tetrahydro-2H-benzo[d]azepine-2-one